ClC1=CC=C(C=C1)[C@@H]1N=C(N([C@@H]1C1=CC=C(C=C1)Cl)C=O)C1=C(C=C(C=C1)OC)OC(C)C ((4S,5R)-4,5-bis(4-chlorophenyl)-2-(2-isopropoxy-4-methoxyphenyl)-4,5-dihydro-1H-imidazol-1-yl)methanone